7-chloro-6-methyl-2,3-dihydrofuro[3,2-b]pyridine ClC1=C2C(=NC=C1C)CCO2